C(C1=CC=CC=C1)C1N(CCC(C1)OCCCCN=[N+]=[N-])C(=O)OC(C([2H])([2H])NCC1=CC=CC=C1)([2H])[2H] 2-(benzylamino)ethane-1,1,2,2-d4-1-ol Benzyl-4-(4-azidobutoxy)piperidine-1-carboxylate